ClC1=NN=C(C2=C1CC1CCC2N1C1=CC=C(C=C1)OC)Cl (±)-1,4-dichloro-10-(4-methoxyphenyl)-6,7,8,9-tetrahydro-5H-5,8-epiminocyclohepta[d]pyridazine